((2R,3R)-2,3-dimethoxybutane-1,4-diyl)Bis(5-(tert-butyl)-2',4',6'-trimethyl-[1,1'-biphenyl]-2-ol) CO[C@H](CC1=C(C(=CC(=C1)C(C)(C)C)C1=C(C=C(C=C1C)C)C)O)[C@@H](CC1=C(C(=CC(=C1)C(C)(C)C)C1=C(C=C(C=C1C)C)C)O)OC